(2-(1-isopropyl-4-(trifluoromethyl)-1H-imidazol-2-yl)pyrimidin-5-yl)methanamine C(C)(C)N1C(=NC(=C1)C(F)(F)F)C1=NC=C(C=N1)CN